OC[C@H](C(C)(C)C)NC(=O)C=1C=2C[C@@H]3[C@H](C2N(N1)C1=NC=C(C=C1)F)C3 (1aR,5aR)-2-(5-Fluoro-pyridin-2-yl)-1a,2,5,5a-tetrahydro-1H-2,3-diaza-cyclopropa[a]pentalene-4-carboxylic acid ((S)-1-hydroxymethyl-2,2-dimethyl-propyl)-amide